OC[C@@H](C1=CC=CC=C1)NC1=N\C(\C(N1C)=O)=C/C=1C=C2C=NNC2=CC1 (5Z)-2-[[(1R)-2-Hydroxy-1-phenyl-ethyl]amino]-5-(1H-indazol-5-ylmethylene)-3-methyl-imidazol-4-one